1-(2-Ureidoethyl)amino-4-nitrobenzol N(C(=O)N)CCNC1=CC=C(C=C1)[N+](=O)[O-]